6-Fluoro-5-(4-fluoro-3-iodophenoxy)-4-(methylthio)-1-tosyl-1H-indole FC1=C(C(=C2C=CN(C2=C1)S(=O)(=O)C1=CC=C(C)C=C1)SC)OC1=CC(=C(C=C1)F)I